((R)-4-((1-(Hydroxymethyl)cyclobutyl)amino)-5-oxido-6,7-dihydrothieno[3,2-d]pyrimidin-2-yl)-1,2,3,9b-tetrahydrobenzo[c]thieno[2,1-e]isothiazole 4-oxide OCC1(CCC1)NC=1C2=C(N=C(N1)C1CCS3(NC4=C(C31)C=CC=C4)=O)CC[S@]2=O